ethyl 2-((S)-7-chloro-3-((R)-1-hydroxyethyl)-2-oxo-5-phenyl-2,3-dihydro-1H-benzo[e][1,4]diazepin-1-yl)acetate ClC1=CC2=C(N(C([C@@H](N=C2C2=CC=CC=C2)[C@@H](C)O)=O)CC(=O)OCC)C=C1